1,3-di-Boc-2-(trifluoromethylsulfonyl)guanidine C(=O)(OC(C)(C)C)NC(=NS(=O)(=O)C(F)(F)F)NC(=O)OC(C)(C)C